di(phenyl)[(terphenylyl)indolocarbazolyl]triazine C1(=CC=CC=C1)C1=C(C(=NN=N1)C1=C2C(=CC=C1C1=C(C=CC=C1)C=1C(=CC=CC1)C1=CC=CC=C1)N=C1C=CC3=C4C=CC=CC4=NC3=C12)C1=CC=CC=C1